C(N)(=O)C=1N(N=C2C1NCCC2N2C[C@@H]1[C@H](C2)CN(C1)C(=O)OC(C)(C)C)C1=CC=C(C=C1)OC1=CC=CC=C1 |r| tert-butyl rac-(3aR,6aS)-5-[3-carbamoyl-2-(4-phenoxyphenyl)-4,5,6,7-tetrahydro-2H-pyrazolo[4,3-b]pyridin-7-yl]hexahydropyrrolo[3,4-c]pyrrole-2(1H)-carboxylate